NC1=C(C(N(C(N1)=O)C)=O)SC=1C(=C(C(=O)OCC)C=CC1)Cl ethyl 3-((6-amino-3-methyl-2,4-dioxo-1,2,3,4-tetrahydropyrimidine-5-yl)thio)-2-chlorobenzoate